C(#C)C=1SC(=C(N1)C)C 2-ethynyl-4,5-dimethyl-thiazole